7-cyano-1-methyl-2-((5'-methyl-6',7'-dihydro-5'H-spiro[cyclopropane-1,4'-pyrazolo[1,5-a]pyrazin]-2'-yl)amino)-1H-imidazo[4,5-b]pyridin C(#N)C1=C2C(=NC=C1)N=C(N2C)NC2=NN1C(C3(N(CC1)C)CC3)=C2